3-(4'-fluoro-[1,1'-biphenyl]-4-yl)propionic acid FC1=CC=C(C=C1)C1=CC=C(C=C1)CCC(=O)O